FC(OC1=C(C=C(C=C1)SC)C1=NNC=C1NC(=O)C=1C=NN2C1N=CC=C2)F N-(3-(2-(difluoromethoxy)-5-(methylsulfanyl)phenyl)-1H-pyrazol-4-yl)pyrazolo[1,5-a]pyrimidine-3-carboxamide